The molecule is a carbohydrate acid derivative anion that is the conjugate base of 17alpha-(N-acetyl-alpha-D-glucosaminyl)estradiol 3-glucuronoside, obtained by deprotonation of the carboxy group; major species at pH 7.3. It is a conjugate base of a 17alpha-(N-acetyl-alpha-D-glucosaminyl)estradiol 3-glucuronoside. CC(=O)N[C@@H]1[C@H]([C@@H]([C@H](O[C@@H]1O[C@@H]2CC[C@@H]3[C@@]2(CC[C@H]4[C@H]3CCC5=C4C=CC(=C5)O[C@H]6[C@@H]([C@H]([C@@H]([C@H](O6)C(=O)[O-])O)O)O)C)CO)O)O